(R)-2-chloro-N-(2-(difluoromethyl)-6-(((S)-1-methylpyrrolidin-3-yl)oxy)pyridin-4-yl)-8-methyl-8-(trifluoromethyl)-7,8-dihydro-6H-pyrazolo[1,5-a]pyrrolo[2,3-e]pyrimidine-6-carboxamide ClC1=NN2C(N=CC3=C2[C@@](CN3C(=O)NC3=CC(=NC(=C3)O[C@@H]3CN(CC3)C)C(F)F)(C(F)(F)F)C)=C1